N1(CCC1)C=1C2=C(N=C(N1)C)CN(C2)C(=O)[C@H]2CN(CC2)C2=CC(=NC=C2)Cl (R)-(4-(azetidin-1-yl)-2-methyl-5,7-dihydro-6H-pyrrolo[3,4-d]pyrimidin-6-yl)(1-(2-chloropyridin-4-yl)pyrrolidin-3-yl)-methanone